(2,3-dihydro-1H-pyrrolo[1,2-a]indol-9-yl)(3-(4-fluoropiperidin-1-yl)azetidin-1-yl)methanone formate C(=O)O.C1CCN2C1=C(C=1C=CC=CC21)C(=O)N2CC(C2)N2CCC(CC2)F